CC(CNCC=1C=CC=2N(C1)C=C(N2)CN2C(C1=CN=CC(=C1C=C2)C2=CC=CC=C2)=O)(C)C 2-[(6-{[(2,2-dimethylpropyl)amino]methyl}imidazo[1,2-a]pyridin-2-yl)methyl]-5-phenyl-1,2-dihydro-2,7-naphthyridin-1-one